3-Butyl-8-hydroxy-7-methoxy-3-methyl-5-phenyl-2,3,4,5-tetrahydro-1,5-benzothiazepine 1,1-dioxide C(CCC)C1(CS(C2=C(N(C1)C1=CC=CC=C1)C=C(C(=C2)O)OC)(=O)=O)C